OC1CC2CC[C@H]3[C@@H]4CC[C@H](C(C)=O)[C@]4(CC[C@@H]3[C@]2(CC1)C)C 3-hydroxypregnan-20-one